C(C)(C)(C)OC(=O)COCCN [2-(tert-butoxycarbonylmethyloxy)ethyl]amine